BrC1=CC2=C(C(CCO2)O)C=C1 7-bromo-3,4-dihydro-2H-1-benzopyran-4-ol